[Br-].[C+]([C@H](O)C(C)(C)CO)=O pantoylium bromide